N,N-diethyl-N-methyl-N-(6-hydroxyhexyl)ammonium acetate C(C)(=O)[O-].C(C)[N+](CCCCCCO)(C)CC